methyl 3-((2R,4R)-4-((tert-butyldimethylsilyl)oxy)pyrrolidin-2-yl)propanoate [Si](C)(C)(C(C)(C)C)O[C@@H]1C[C@H](NC1)CCC(=O)OC